BrC=1C=2N(C(=NC1)N1CCC3([C@@H]([C@@H](OC3)C)N)CC1)N=CN2 (3S,4S)-8-(8-bromo-[1,2,4]triazolo[1,5-c]pyrimidin-5-yl)-3-methyl-2-oxa-8-azaspiro[4.5]decan-4-amine